4-(methylamino)isochromane-7-carbonitrile CNC1COCC2=CC(=CC=C12)C#N